((4aR,8aR)-5,5,8a-trimethyl-2-methylenedecahydronaphthalen-1-yl)methyl formate C(=O)OCC1C(CC[C@@H]2C(CCC[C@@]12C)(C)C)=C